C(C)(C)(C)OC(=O)N1CC(C(CC1)O)O N-t-butoxycarbonyl-3,4-dihydroxypiperidine